C1(CC1)C1=CC(=NN1)NC1=NC(=NN2C1=C(C(=C2)C2=NN(C=C2)C)C)C=2N(C=CN2)C N-(5-Cyclopropyl-1H-pyrazol-3-yl)-5-methyl-2-(1-methyl-1H-imidazol-2-yl)-6-(1-methyl-1H-pyrazol-3-yl)pyrrolo[2,1-f][1,2,4]triazin-4-amine